F[C@H]1CN(CC[C@H]1NC1=NN2C(C=N1)=CN=C2CC(C)C)C(=O)OC(C)(C)C tert-butyl (3S,4R)-3-fluoro-4-{[7-(2-methylpropyl)imidazo[4,3-f][1,2,4]triazin-2-yl]amino}piperidine-1-carboxylate